(R)-1-(2-hydroxyethyl)-N-(5-(5-(methoxymethyl)-1,2,4-oxadiazol-3-yl)-2,3-dihydro-1H-inden-1-yl)-3-methyl-1H-pyrazole-4-carboxamide OCCN1N=C(C(=C1)C(=O)N[C@@H]1CCC2=CC(=CC=C12)C1=NOC(=N1)COC)C